C(C)C=1C(NC=2C=C(C=NC2C1)CN1C2CN(CC1CC2)C=2C=CC(=NC2)C(=O)NC)=O 5-(8-((7-ethyl-6-oxo-5,6-dihydro-1,5-naphthyridin-3-yl)methyl)-3,8-diazabicyclo[3.2.1]Octane-3-yl)-N-methylpicolinamide